3β-Hydroxycholest-5-en-7-one O[C@@H]1CC2=CC([C@H]3[C@@H]4CC[C@H]([C@@H](CCCC(C)C)C)[C@]4(CC[C@@H]3[C@]2(CC1)C)C)=O